5-[[2-[(2S,5S)-2-cyclohexyl-5-methyl-1-piperidyl]-2-oxo-acetyl]amino]-2-methoxy-pyridine-3-carboxamide C1(CCCCC1)[C@H]1N(C[C@H](CC1)C)C(C(=O)NC=1C=C(C(=NC1)OC)C(=O)N)=O